ClC1=CC=C(C=C1)C1=NN(CC1C1=CC=CC=C1)C(=NS(=O)(=O)C1=CC=C(C=C1)Cl)N[C@H]1C[C@H](CC1)S(N)(=O)=O 3-(4-chlorophenyl)-N'-((4-chlorophenyl)sulfonyl)-4-phenyl-N-((1R,3S)-3-sulfamoyl-cyclopentyl)-4,5-dihydro-1H-pyrazole-1-carboxamidine